gamma-ureidopropyltriethoxysilane N(C(=O)N)CCC[Si](OCC)(OCC)OCC